1-(2-methylpyridin-4-yl)-1H-benzo[d]imidazol-2(3H)-one CC1=NC=CC(=C1)N1C(NC2=C1C=CC=C2)=O